8-(benzylthio)-6-chloroimidazo[1,2-a]pyridine C(C1=CC=CC=C1)SC=1C=2N(C=C(C1)Cl)C=CN2